C(=C)OC(C)COC(C)COC(C)COC(C)CO tetrapropylene glycol monovinyl ether